OCCNCCCNC1=NC2=CC=CC=C2C2=C1SC1=C(C2=O)C=C(C=C1)C 6-(3-(2-hydroxyethylamino)propylamino)-10-methyl-12H-benzothiopyrano[2,3-c]quinolin-12-one